Cl.Cl.N1CCC2(CC1)[C@@H](C=1C(=NC=CC1)O2)N (R)-3H-spiro[furo[2,3-b]pyridine-2,4'-piperidin]-3-amine dihydrochloride